C(#N)C1=CC=C(C=N1)CNC(=O)C=1C(=C2C=CC(=NC2=CN1)N1C[C@@H](NCC1)C(=O)OC)O methyl (R)-4-(6-(((6-cyanopyridin-3-yl)methyl)carbamoyl)-5-hydroxy-1,7-naphthyridin-2-yl)piperazine-2-carboxylate